2-(cyclopropylamino)-5-[5-(1-methyl-1H-1,3-benzodiazol-6-yl)-1,3,4-oxadiazol-2-yl]benzonitrile C1(CC1)NC1=C(C#N)C=C(C=C1)C=1OC(=NN1)C=1C=CC2=C(N(C=N2)C)C1